2,4-dichloro-5-fluoro-phenylpropionic acid ClC1=C(C=C(C(=C1)Cl)F)C(C(=O)O)C